[C@@H]1(C[C@H](O)[C@@H](CO)S1)N1C(=O)N=C(N)N=C1 5-aza-4'-Thio-2'-Deoxycytidine